2-methyl-4-(spiro[3.3]heptan-2-yl)butanoic acid CC(C(=O)O)CCC1CC2(C1)CCC2